FC(C(=O)O)(F)F.C1(=CC=CC=C1)C=1C(N(N=CC1)CC1CCNCC1)=O 4-phenyl-2-(piperidin-4-ylmethyl)pyridazin-3(2H)-one 2,2,2-trifluoroacetate